4-[6-[4-(diethylamino)phenyl]-1,3,5-Hexatrien-1-yl]-1-[3-(triethylammonio)propyl]-pyridinium dibromide [Br-].[Br-].C(C)N(C1=CC=C(C=C1)C=CC=CC=CC1=CC=[N+](C=C1)CCC[N+](CC)(CC)CC)CC